((1R,3s,5S)-Bicyclo[3.3.1]nonan-3-yl)methyl-d2 ((S)-4-methyl-1-oxo-1-(((S)-1-oxo-3-((S)-2-oxopyrrolidin-3-yl)propan-2-yl)amino)pentan-2-yl)carbamate CC(C[C@@H](C(N[C@H](C=O)C[C@H]1C(NCC1)=O)=O)NC(OC([2H])([2H])C1C[C@@H]2CCC[C@H](C1)C2)=O)C